S1C(=NC2=C1C=CC=C2)NC(C2=C(C=C(C=C2F)N2CCNCC2)F)=O N-(benzo[d]thiazol-2-yl)-2,6-difluoro-4-(piperazin-1-yl)benzamide